6-(Z)-(1'-methyl-4-hydroxy-3-methylbut-2-en-1-ylamino)purine CC(\C=C(/CO)\C)NC1=C2NC=NC2=NC=N1